5-tert-butoxy-3-(6-chloropyrimidin-4-yl)-1-trityl-pyrazolo[3,4-c]pyridine C(C)(C)(C)OC=1C=C2C(=CN1)N(N=C2C2=NC=NC(=C2)Cl)C(C2=CC=CC=C2)(C2=CC=CC=C2)C2=CC=CC=C2